NCC(CCC\C=C/CCCCC)CCC\C=C/CCCCC (6Z,15Z)-11-(aminomethyl)henicosa-6,15-diene